9,9-Dibenzylcarboxymethyl-1,8-dichlorofluorene C(C1=CC=CC=C1)C1(C2=C(C=CC=C2C=2C=CC(=C(C12)Cl)CC(=O)O)Cl)CC1=CC=CC=C1